CC1=CC=2C3=NN(C=4C=CC(OCCCNC(OCC(=C1)C2)=O)=CC34)C3OCCCC3 4-methyl-19-(oxan-2-yl)-8,14-dioxa-10,19,20-triazatetracyclo[13.5.2.12,6.018,21]tricosa-1(20),2(23),3,5,15(22),16,18(21)-heptaen-9-one